N1=CN=C(C2=C1NC=C2)C=2C=CC(=NC2)N2CC1N(C(C2)C1)CC1=C(C=CC(=C1)CO)O 2-((3-(5-(7H-pyrrolo[2,3-d]pyrimidin-4-yl)pyridin-2-yl)-3,6-diazabicyclo[3.1.1]heptan-6-yl)methyl)-4-(hydroxymethyl)phenol